NC1=NC(=C(C=C1C=1C=C2CCNC(C2=CC1)=O)C1=CC(=C(C=C1)OCCCC(F)F)CN1CCC(CC1)OC)F 6-(2-amino-5-(4-(4,4-difluorobutoxy)-3-((4-methoxypiperidin-1-yl)methyl)phenyl)-6-fluoropyridin-3-yl)-3,4-dihydroisoquinolin-1(2H)-one